(2S,4R)-4-hydroxy-N-[(1R)-1-[4-(4-methyl-1,3-thiazol-5-yl)phenyl]ethyl]-1-[(2S)-3-methyl-2-[3-(piperazin-1-yl)-1,2-oxazol-5-yl]butanoyl]pyrrolidine-2-carboxamide O[C@@H]1C[C@H](N(C1)C([C@@H](C(C)C)C1=CC(=NO1)N1CCNCC1)=O)C(=O)N[C@H](C)C1=CC=C(C=C1)C1=C(N=CS1)C